7-chloro-5-(trifluoromethyl)-1H-pyrazolo[4,3-b]pyridine ClC1=C2C(=NC(=C1)C(F)(F)F)C=NN2